NC1CCC(CC1)C(=O)N1C[C@H](CC1)N1N=CC(=C1)C=1C=C(C=2N(C1)N=CC2C#N)OC 6-(1-((S)-1-((1r,4S)-4-aminocyclohexane-1-carbonyl)pyrrolidin-3-yl)-1H-pyrazol-4-yl)-4-methoxypyrazolo[1,5-a]pyridine-3-carbonitrile